FC1=C(C=C(C=C1)F)C1=CC=C(C=C1)CC(=O)N(C=1SC(=C(N1)C)S(=O)(=O)N)C 2-(2',5'-difluoro-[1,1'-biphenyl]-4-yl)-N-methyl-N-(4-methyl-5-aminosulfonylthiazol-2-yl)acetamide